C1(CC1)C1=C(C=C(C=C1)C(NC(=O)C1N(CC(C1)F)C(CN1C=NN=C1)=O)C1=CC=CC=C1)F N-[(4-cyclopropyl-3-fluorophenyl)(phenyl)methyl]-4-fluoro-1-[2-(4H-1,2,4-triazol-4-yl)acetyl]pyrrolidine-2-carboxamide